C(\C=C\CCCO)O trans-2-hexene-1,6-diol